Pyrazol-3-ylboronic acid N1N=C(C=C1)B(O)O